C(=O)O.N[C@@H]1C2=CC=CC=C2CC12CCN(CC2)C=2C(=NC(=CN2)N2C1=C(CCCC2)C=CC=C1)CO (S)-(3-(1-amino-1,3-dihydrospiro[indene-2,4'-piperidin]-1'-yl)-6-(2,3,4,5-tetrahydro-1H-benzo[b]azepin-1-yl)pyrazin-2-yl)methanol formate salt